O[C@@H]([C@H](CO[C@H]1O[C@@H]([C@@H]([C@@H]([C@H]1O)O)O)CO)NC(OC(C)(C)C)=O)[C@@H](CCCCCCCCCCCCCC)O tert-butyl ((2S,3S,4R)-3,4-dihydroxy-1-(((2S,3R,4S,5R,6R)-3,4,5-trihydroxy-6-(hydroxymethyl)tetrahydro-2H-pyran-2-yl)oxy)octadecan-2-yl)carbamate